2-amino-3,5-bis(trifluoromethyl)benzamide NC1=C(C(=O)N)C=C(C=C1C(F)(F)F)C(F)(F)F